7-(4-chlorobenzyl)-1-(3-hydroxypropyl)-3-methyl-8-(2-(trifluoromethyl)phenoxy)-1H-purine-2,6(3H,7H)-dione ClC1=CC=C(CN2C(=NC=3N(C(N(C(C23)=O)CCCO)=O)C)OC2=C(C=CC=C2)C(F)(F)F)C=C1